ClC1=NC(=NC(=C1)Cl)C1=NOC2=C1CCC[C@]21C(CCCC1)=O (S)-3-(4,6-dichloropyrimidin-2-yl)-5,6-dihydro-4H-spiro[benzo[d]isoxazol-7,1'-cyclohexane]-2'-one